O=C1NC(CCC1N1N=NC2=C(C1=O)C(=CC=C2)N2CCC(CC2)C(=O)O)=O 1-(3-(2,6-dioxopiperidin-3-yl)-4-oxo-3,4-dihydrobenzo[d][1,2,3]triazin-5-yl)piperidine-4-carboxylic acid